FC(OC=1C=C(C=CC1)NC(=O)C1=CC=CC2=CC(=CC=C12)B1OC(C(O1)(C)C)(C)C)(F)F N-(3-trifluoromethoxyphenyl)-6-(4,4,5,5-tetramethyl-1,3,2-dioxaborolan-2-yl)-1-naphthalenecarboxamide